1-ethyl-2-oxo-4H-pyrimidine C(C)N1C(NCC=C1)=O